4-[[4-(4-oxo-5-propyl-3H-imidazo[2,1-b]purin-2-yl)pyrazol-1-yl]methyl]benzonitrile O=C1C=2NC(=NC2N2C(N1CCC)=NC=C2)C=2C=NN(C2)CC2=CC=C(C#N)C=C2